O=C1NC(CCC1N1C(N(C2=C1C=CC(=C2)CCCCCCCCCCNC(OC(C)(C)C)=O)C)=O)=O tert-butyl N-[10-[1-(2,6-dioxo-3-piperidyl)-3-methyl-2-oxo-benzimidazol-5-yl] decyl]carbamate